natrium silicate [Si]([O-])([O-])([O-])[O-].[Na+].[Na+].[Na+].[Na+]